ethyl (S)-6-(((cis)-3,3-difluoro-4-oxohexahydropyrrolo[3,4-b]pyrrol-1(2H)-yl) methyl)-4-(3-fluoro-2-methylphenyl)-2-(thiazol-2-yl)-1,4-dihydropyrimidine-5-carboxylate FC1([C@H]2[C@@H](N(C1)CC1=C([C@@H](N=C(N1)C=1SC=CN1)C1=C(C(=CC=C1)F)C)C(=O)OCC)CNC2=O)F